BrC1=CC(=C(OCCN2C3=NC=NC(=C3N=C2)N)C=C1)F 9-(2-(4-bromo-2-fluorophenoxy)ethyl)-9H-purin-6-amine